7-bromo-2-(dibenzo[b,d]furan-4-yl)benzo[d]oxazole BrC1=CC=CC=2N=C(OC21)C2=CC=CC1=C2OC2=C1C=CC=C2